FC=1C=C(C=CC1OC)CC=1N(C=2C(=C3CC[C@@H](N(C3=CC2)C(=O)OC)C)N1)C1CCCCC1 trans-4-[(7S)-2-[(3-Fluoro-4-methoxyphenyl)methyl]-6-(methoxycarbonyl)-7-methyl-3H,6H,7H,8H,9H-imidazo[4,5-f]chinolin-3-yl]cyclohexan